chloro-propyl phthalate C(C=1C(C(=O)[O-])=CC=CC1)(=O)OCCCCl